5-naphthalen-2-yl-1H-pyrrolo[2,3-b]pyridin C1=C(C=CC2=CC=CC=C12)C=1C=C2C(=NC1)NC=C2